Methyl 3,5-dichloro-6-(2-fluoro-4-(trifluoromethyl) phenyl)picolinate ClC=1C(=NC(=C(C1)Cl)C1=C(C=C(C=C1)C(F)(F)F)F)C(=O)OC